(3'-chloro-[1,1'-biphenyl]-4-yl)boronic acid ClC=1C=C(C=CC1)C1=CC=C(C=C1)B(O)O